N,N-dimethylnaphthylamine CN(C)C1=CC=CC2=CC=CC=C12